BrC1=C(N=CN(N1)N)C1=CC=CC=C1 6-bromo-5-phenyl-1,2,4-triazin-2-amine